COC=1C=C(C2=CC=CC=C2C1)OCOC 3-methoxy-1-(methoxymethoxy)naphthalene